1-propyl-4-hydroxybenzene C(CC)C1=CC=C(C=C1)O